chloro-1-(1,1-dimethoxyethyl)-2-fluorobenzene ClC=1C(=C(C=CC1)C(C)(OC)OC)F